N1=CC=C(C=C1)C1=NNC2=CC3=C(C=C12)N=C(N3)C(=O)N[C@H](C)C3=CC(=CC=C3)C(F)(F)F (R)-3-(pyridin-4-yl)-N-(1-(3-(trifluoromethyl)phenyl)ethyl)-1,7-dihydroimidazo[4,5-f]indazole-6-carboxamide